acetic acid (E)-2-hexenyl ester C(\C=C\CCC)OC(C)=O